C(C(C)C)N[C@H]1CN(CCC1)C=1N=NC(=CC1)CN1N=NC(=C1)C1=C2C=NNC2=CC(=C1)OC (R)-N-isobutyl-1-(6-((4-(6-methoxy-1H-indazol-4-yl)-1H-1,2,3-triazol-1-yl)methyl)pyridazin-3-yl)piperidin-3-amine